[Cl].[Sn] tin chlorine